The molecule is a methyl glycoside in which the glycosyl moiety consists of three alpha-D-galactosyl-(1->2)-[alpha-abequosyl-(1->3)]-alpha-D-mannosyl-(1->4)-alpha-L-rhamnosyl tetrasaccharide units all linked sequentially (1->4). Corresponds to the O polysaccharide of Salmonella Typhimurium, a serogroup B nontyphoidal Salmonella serovar. It is a methyl glycoside and an oligosaccharide derivative. C[C@@H]1[C@@H](C[C@H]([C@H](O1)O[C@H]2[C@@H]([C@H](O[C@@H]([C@H]2O[C@@H]3[C@@H]([C@H]([C@H]([C@H](O3)CO)O)O)O)O[C@H]4[C@@H](O[C@H]([C@@H]([C@@H]4O)O)O[C@H]5[C@H]([C@H](O[C@@H]([C@@H]5O)O[C@H]6[C@H]([C@@H]([C@H](O[C@@H]6O[C@H]7[C@@H](O[C@H]([C@@H]([C@@H]7O)O)O[C@H]8[C@H]([C@H](O[C@@H]([C@@H]8O)O[C@H]9[C@H]([C@@H]([C@H](O[C@@H]9O[C@H]1[C@@H](O[C@H]([C@@H]([C@@H]1O)O)OC)C)CO)O)O[C@@H]1[C@@H](C[C@H]([C@H](O1)C)O)O)CO)O)C)CO)O)O[C@@H]1[C@@H](C[C@H]([C@H](O1)C)O)O)CO)O)C)CO)O)O)O